FC(CN1N=C(C=C1C(F)(F)F)CC1CC2(CN(C2)C(=O)N2C[C@@H]3[C@@H](OCC(N3)=O)CC2)C1)(F)F (4aR,8aS)-6-[6-[[1-(2,2,2-trifluoroethyl)-5-(trifluoromethyl)pyrazol-3-yl]methyl]-2-azaspiro[3.3]heptane-2-carbonyl]-4,4a,5,7,8,8a-hexahydropyrido[4,3-b][1,4]oxazin-3-one